ClC1=CC=C(C=C1)C1=NN(CC1C1=CC=CC=C1)C(NS(=O)(=O)C1=CC=C(C=C1)OC)=S 3-(4-Chlorophenyl)-N-((4-methoxyphenyl)sulfonyl)-4-phenyl-4,5-dihydro-1H-pyrazole-1-carbothioamide